N-((4,6-dimethyl-2-oxo-1,2-dihydropyridin-3-yl)methyl)-5-(ethyl-(tetrahydro-2H-pyran-4-yl)amino)-4-methyl-4'-((isopropylamino)methyl)-[1,1'-biphenyl]-3-carboxamide TFA salt OC(=O)C(F)(F)F.CC1=C(C(NC(=C1)C)=O)CNC(=O)C=1C=C(C=C(C1C)N(C1CCOCC1)CC)C1=CC=C(C=C1)CNC(C)C